Methyl-pyrimidine-4,6-diamine CC1=NC(=CC(=N1)N)N